8-(2,2-difluoroethoxy)-N-(1-(methylsulfonyl)piperidin-4-yl)-7-(1H-pyrazol-4-yl)-[1,2,4]triazolo[1,5-a]pyridin-2-amine FC(COC=1C=2N(C=CC1C=1C=NNC1)N=C(N2)NC2CCN(CC2)S(=O)(=O)C)F